C(C)(C)C1=C(C=CC=C1)CN1N=C(C=C1C1=CC(=CC=C1)OC)COC(C(=O)O)(C)C 2-([1-[(2-Isopropylphenyl)methyl]-5-(3-methoxyphenyl)1H-pyrazol-3-yl]methoxy)-2-methylpropanoic acid